2-bromo-3-(4-methylthiazol-5-yl)-6-(3-(pyridin-4-yl)propoxy)-inden-1-one BrC=1C(C2=CC(=CC=C2C1C1=C(N=CS1)C)OCCCC1=CC=NC=C1)=O